tert-Butyl (2R,5S)-4-(5-iodo-6-methyl-7-((2-(trimethylsilyl)ethoxy)methyl)-7H-pyrrolo[2,3-d]pyrimidin-4-yl)-2,5-dimethylpiperazine-1-carboxylate IC1=C(N(C=2N=CN=C(C21)N2C[C@H](N(C[C@@H]2C)C(=O)OC(C)(C)C)C)COCC[Si](C)(C)C)C